N6-[(2R)-2-amino-2-phenylethyl]-N4-tert-butyl-1,3-dimethyl-1H-pyrazolo[3,4-d]pyrimidine-4,6-diamine N[C@@H](CNC1=NC(=C2C(=N1)N(N=C2C)C)NC(C)(C)C)C2=CC=CC=C2